CN1N=C(C(=C1)C1=CC=C(N=N1)NC1C[C@@H]2[C@@H](CN(C2)CC2=NC=CC=C2)C1)C (3aR,5s,6aS)-N-[6-(1,3-dimethylpyrazol-4-yl)pyridazin-3-yl]-2-(2-pyridylmethyl)-3,3a,4,5,6,6a-hexahydro-1H-cyclopenta[c]pyrrol-5-amine